2-(((1r,4r)-4-(((2-fluoropyridin-4-yl)(phenyl)carbamoyloxy)methyl)cyclohexyl)methoxy)acetic acid FC1=NC=CC(=C1)N(C(=O)OCC1CCC(CC1)COCC(=O)O)C1=CC=CC=C1